C(C=C)(=O)N1C[C@H](N(CC1)C=1C2=C(N(C(N1)=O)C=1C(=NC=CC1C)C(C)C)N=C(C(=C2)F)C2=C(C=CC=C2O)F)C 4-((R)-4-acryloyl-2-methylpiperazin-1-yl)-6-fluoro-7-(2-fluoro-6-hydroxyphenyl)-1-(2-isopropyl-4-methylpyridin-3-yl)pyrido[2,3-d]pyrimidin-2(1H)-one